C(=O)(O)C(C[C@@H](N)C(=O)O)C(=O)O gamma-Carboxy-D-glutamic acid